6,9-decadiyn-1-ol C(CCCCC#CCC#C)O